3-(2-(4-(3-Fluorophenyl)-5-(methoxycarbonyl)-3-methyl-1H-pyrazol-1-yl)-4-(4-(trifluoromethyl)phenyl)thiazol-5-yl)propionic acid FC=1C=C(C=CC1)C=1C(=NN(C1C(=O)OC)C=1SC(=C(N1)C1=CC=C(C=C1)C(F)(F)F)CCC(=O)O)C